6-trans-piperidine N1CCCCC1